CS(=O)(=O)C1=C(C=CC(=C1)C(F)(F)F)C1=C2C(=C(N=N1)N[C@H]1CN(CCC1)C)C=NC=C2 1-[2-(methanesulfonyl)-4-(trifluoromethyl)phenyl]-N-[(3R)-1-methylpiperidin-3-yl]pyrido[3,4-d]pyridazin-4-amine